BrC1=NC=CC(=C1C(C)OC1OCCCC1)Br 2,4-dibromo-3-[1-(oxan-2-yloxy)ethyl]pyridine